NC1=C(C=C(C=N1)NC(C(=O)N1[C@@H](CC[C@H](C1)C)C=1C=NC(=CC1)N)=O)CC N-(6-amino-5-ethyl-3-pyridyl)-2-[(2S,5R)-2-(6-amino-3-pyridyl)-5-methyl-1-piperidyl]-2-oxo-acetamide